CC1=C(C=CC(=C1)C)C=1C=NC=2N(C1)C=C(N2)COC2=NC=C(C=C2)F 6-(2,4-dimethylphenyl)-2-[(5-fluoro-2-pyridyl)oxymethyl]imidazo[1,2-a]pyrimidine